C(#N)C[C@@H]1N(CCN(C1)C1=NC(=NC(=C1)C(NC1=CC(=CC2=CC=CC=C12)OC)=O)NC[C@H]1N(CCC1)CCO)C(=O)OCC1=CC=CC=C1 benzyl (2S)-2-(cyanomethyl)-4-[2-[[(2S)-1-(2-hydroxyethyl)pyrrolidin-2-yl]methylamino]-6-[(3-methoxy-1-naphthyl)carbamoyl]pyrimidin-4-yl]piperazine-1-carboxylate